FC1=CC=C(C=C1)C1(C=CC2=C(O1)C1=CC(=CC=C1C(=C2C(=O)O)C2=CC=CC=C2)OC)C2=CC=C(C=C2)F 2,2-di(4-fluorophenyl)-5-hydroxycarbonyl-6-phenyl-9-methoxy-2H-naphtho[1,2-b]pyran